C(C1=CC=CC=C1)C=1C=CC(=C(C(=O)N)C1)N1C[C@H](CC1)OC1=NC=C(C=C1)C(F)(F)F (S)-5-benzyl-2-(3-(5-(trifluoromethyl)pyridin-2-yloxy)pyrrolidin-1-yl)benzamide